ClC=1C=C(C=CC1)CCN1C(C[C@@H](C1)COC1=CC=C(C=C1)S(=O)(=O)C)(C)C (S)-1-(3-chlorophenyl-ethyl)-2,2-dimethyl-4-((4-(methylsulfonyl)phenoxy)methyl)pyrrolidine